CC(C(C1=CC=CC=C1)(C)C)(C1=CC=CC=C1)C Tetramethylbibenzyl